N-(2-((5-amino-7-(3-cyanophenyl)-8-(pyrimidin-4-yl)-[1,2,4]triazolo[1,5-c]pyrimidin-2-yl)methyl)-3-fluorobenzyl)-N-methyl-methanesulfonamide NC1=NC(=C(C=2N1N=C(N2)CC2=C(CN(S(=O)(=O)C)C)C=CC=C2F)C2=NC=NC=C2)C2=CC(=CC=C2)C#N